CC1=C(C(=CC(=C1)CCC)CC)O 2-methyl-4-propyl-6-Ethylphenol